CC1(OC=2C(CC3C1CCC(=C3)C)=C(C=C(C2)CCC)O)C 6,6,9-Trimethyl-3-propyl-7,8,10a,11-tetrahydro-6aH-benzo[c][1]benzoxepin-1-ol